4-chloro-N-(6,7-dimethoxy-4-oxo-1,4-dihydro-2-quinazolinyl)benzamide ClC1=CC=C(C(=O)NC=2NC3=CC(=C(C=C3C(N2)=O)OC)OC)C=C1